FC(OC1=NC2=CC(=CC(=C2N=C1)C=1SC2=NC(=C(C=C2N1)F)OC[C@@H](C)O)C)F (R)-1-((2-(2-(difluoromethoxy)-7-methylquinoxalin-5-yl)-6-fluorothiazolo[5,4-b]pyridin-5-yl)oxy)propan-2-ol